ClC1=C(C=CC=C1F)S(=O)(=O)NC1=NC(=C(C=C1)C=1C=C2C=NC(=NC2=C(C1)CC)NC1CCC(CC1)N(C)C)C 2-chloro-N-(5-(2-(((1r,4r)-4-(dimethylamino)cyclohexyl)amino)-8-ethylquinazolin-6-yl)-6-methylpyridin-2-yl)-3-fluorobenzenesulfonamide